(S)-5-amino-4-(5-(4-(chloromethyl)pyridin-2-yl)-4-fluoro-1-oxoisoindolin-2-yl)-5-oxopentanoic acid tert-butyl ester C(C)(C)(C)OC(CC[C@@H](C(=O)N)N1C(C2=CC=C(C(=C2C1)F)C1=NC=CC(=C1)CCl)=O)=O